2-(Methoxymethyl)-N-(naphthalen-1-yl)-6-({[2-(trifluoromethyl)phenyl]carbonyl}amino)-1H-benzoimidazole-4-carboxamide COCC1=NC2=C(N1)C=C(C=C2C(=O)NC2=CC=CC1=CC=CC=C21)NC(=O)C2=C(C=CC=C2)C(F)(F)F